Benzyl 4-(3-((R)-3-(tert-butoxy)-2-((S)-1-(tert-butoxycarbonyl)pyrrolidin-3-yl)-3-oxopropyl)benzyl)piperazine-1-carboxylate C(C)(C)(C)OC([C@H](CC=1C=C(CN2CCN(CC2)C(=O)OCC2=CC=CC=C2)C=CC1)[C@H]1CN(CC1)C(=O)OC(C)(C)C)=O